N-[2-(3,6-diazabicyclo[3.2.0]heptan-3-yl)ethyl]-6-[5-(6-methyl-2-pyridyl)-1H-imidazol-4-yl]quinolin-3-amine C12CN(CC2NC1)CCNC=1C=NC2=CC=C(C=C2C1)C=1N=CNC1C1=NC(=CC=C1)C